C12CCC(CC1)C2 endo-norbornane